4-nitroimidazole [N+](=O)([O-])C=1N=CNC1